Tetra((Z)-non-2-en-1-yl) 9,9',9'',9'''-(((2,5-diazabicyclo[2.2.1]heptane-2,5-diyl)bis(propane-3,1-diyl))bis(azanetriyl))tetranonanoate C12N(CC(N(C1)CCCN(CCCCCCCCC(=O)OC\C=C/CCCCCC)CCCCCCCCC(=O)OC\C=C/CCCCCC)C2)CCCN(CCCCCCCCC(=O)OC\C=C/CCCCCC)CCCCCCCCC(=O)OC\C=C/CCCCCC